8-((3-chloro-2-methylphenyl)amino)-2-(4-methoxybenzyl)-6-(((1-methyl-1H-pyrazol-3-yl)oxy)methyl)-7-(pyridin-4-yl)-3,4-dihydropyrrolo[1,2-a]pyrazin-1(2H)-one ClC=1C(=C(C=CC1)NC=1C(=C(N2C1C(N(CC2)CC2=CC=C(C=C2)OC)=O)COC2=NN(C=C2)C)C2=CC=NC=C2)C